CN1CCN(CC1)CCN(C)C 1-Methyl-4-dimethylaminoethylpiperazin